(R)-N-[(3R)-1'-(7-bromo-6-methyl-pyrazolo[1,5-a]pyrazin-4-yl)spiro[3H-benzofuran-2,4'-piperidine]-3-yl]-2-methyl-propane-2-sulfinamide BrC1=C(N=C(C=2N1N=CC2)N2CCC1(CC2)OC2=C([C@H]1N[S@](=O)C(C)(C)C)C=CC=C2)C